tert-Butyl (2-(4-(5-cyanopyridin-2-yl)piperazin-1-yl)-2-oxoethyl)carbamate C(#N)C=1C=CC(=NC1)N1CCN(CC1)C(CNC(OC(C)(C)C)=O)=O